(3-(2-(5,6,7,8-tetrahydro-1,8-naphthyridin-2-yl)ethyl)cyclobutyl)-homoserine N1=C(C=CC=2CCCNC12)CCC1CC(C1)N[C@@H](CCO)C(=O)O